N-(3-cyclopropyl-1H-pyrazol-5-yl)-2-(1-(4-fluoro-3-methylphenyl)-1H-pyrazol-3-yl)acetamide C1(CC1)C1=NNC(=C1)NC(CC1=NN(C=C1)C1=CC(=C(C=C1)F)C)=O